phenylhexyl-dimethyl-silane C1(=CC=CC=C1)CCCCCC[SiH](C)C